1-methyl-5-phenyl-1H-pyrazole-4-sulfonyl chloride CN1N=CC(=C1C1=CC=CC=C1)S(=O)(=O)Cl